fluoro-4-methyl-1,3-dioxacyclopentane FC1OCC(O1)C